O(C1=CC=CC=C1)C1=NC=CC=C1 phenoxypyridin